(1S)-1-phenylethane-1,2-diamine tert-butyl-N-[(1R)-2-amino-1-phenylethyl]carbamate C(C)(C)(C)OC(N[C@@H](CN)C1=CC=CC=C1)=O.C1(=CC=CC=C1)[C@@H](CN)N